6-(2-chlorophenyl)-2-{[6-(piperazin-1-yl)pyridin-3-yl]amino}imidazo[1,2-a]pyrimido[5,4-e]pyrimidin-5(6H)-one ClC1=C(C=CC=C1)N1C=2N(C3=C(C1=O)C=NC(=N3)NC=3C=NC(=CC3)N3CCNCC3)C=CN2